N-((1s,3r,5R,7S)-3-((2-(5-fluoroisoindolin-2-yl)-2-oxoethyl)amino)adamantan-1-yl)-4-(pyridin-3-yl)benzamide hydrochloride Cl.FC=1C=C2CN(CC2=CC1)C(CNC12CC3(C[C@@H](C[C@H](C1)C3)C2)NC(C2=CC=C(C=C2)C=2C=NC=CC2)=O)=O